BrC=1C=C(C(=C(C1)S(=O)(=O)NC=1C(=C(C(=O)NC)C=C(C1)C1(CCC1)C#N)O)O)OC(F)(F)F 3-((5-Bromo-2-hydroxy-3-(trifluoromethoxy)phenyl)sulfonamido)-5-(1-cyanocyclobutyl)-2-hydroxy-N-methylbenzamide